FC(C1=CC=C(C=C1)N1CC2N(C3=CC=CC=C13)CC(NC2)=O)(F)F 6-(4-(trifluoromethyl)phenyl)-4,4a,5,6-tetrahydro-1H-pyrazino[1,2-a]quinoxalin-2(3H)-one